4-hydroxy-N-methyl-1-((R)-3-methyl-2-(4-(oxazol-2-yl)-1H-1,2,3-triazol-1-yl)butyryl)pyrrolidine-2-carboxamide OC1CC(N(C1)C([C@@H](C(C)C)N1N=NC(=C1)C=1OC=CN1)=O)C(=O)NC